C1(=CC=CC=C1)\C=C\C1=CC=CC=C1 E-stilbene